(S)-1-(5-(3-(2-chloro-7-(1-methoxyethyl)pyrazolo[1,5-a]pyrimidin-6-yl)ureido)-3-(trifluoromethyl)pyridin-2-yl)-N-methoxy-1h-pyrazole-4-carboxamide ClC1=NN2C(N=CC(=C2[C@H](C)OC)NC(NC=2C=C(C(=NC2)N2N=CC(=C2)C(=O)NOC)C(F)(F)F)=O)=C1